C[C@]1(CCC[C@]2([C@H]1CC[C@@]([C@@H]2CCO)(C)O)C)CO The molecule is a diterpenoid that is 13,14,15,16-tetranorlabdane substituted by hydroxy grousp at positions 8, 12 and 18. It has been isolated from the aerial parts of Crassocephalum mannii and has been shown to exhibit COX-1 and COX-2 activity. It has a role as a plant metabolite, a cyclooxygenase 1 inhibitor and a cyclooxygenase 2 inhibitor. It is a tertiary alcohol, a diterpenoid and a triol.